C(=O)O.CN([C@@H]1[C@H](CC[C@@H](C1)C1=C(C=CC(=C1)C(F)(F)F)F)OC1=CC=C(C(=N1)C)S(=O)(=O)NC1=NC=NC=C1)C 6-(((1S,2S,4S)-2-(dimethyl-amino)-4-(2-fluoro-5-(trifluoromethyl)phenyl)-cyclohexyl)oxy)-2-methyl-N-(pyrimidin-4-yl)pyridine-3-sulfonamide formate